1-(8-trifluoromethyl-quinolin-5-yl)-piperidine-4-carboxylic acid (2-diethylamino-ethyl)-amide C(C)N(CCNC(=O)C1CCN(CC1)C1=C2C=CC=NC2=C(C=C1)C(F)(F)F)CC